[(3-chloro-2-methoxyphenyl)amino]-2-(3-{2-[(2S)-3,3-dimethyl-1-(prop-2-enoyl)azetidin-2-yl]ethynyl}pyridin-4-yl)-1H,5H,6H,7H-pyrrolo[3,2-c]pyridin-4-one ClC=1C(=C(C=CC1)NN1C(=CC=2C(NCCC21)=O)C2=C(C=NC=C2)C#C[C@@H]2N(CC2(C)C)C(C=C)=O)OC